FC=1C=C2CN(CC2=CC1)C1=NC(=NC=C1)C1=NC=NC=C1 (5-fluoroisoindolin-2-yl)-[2,4'-bipyrimidine]